COC=1C(=CC2=C(N=C(S2)NC(=O)CC2=C(C(=O)N(C)C)C=CC=C2)C1)OC 2-[(5,6-Dimethoxy-benzothiazol-2-ylcarbamoyl)-methyl]-N,N-dimethyl-benzamide